2-amino-4,6-dihydroxy-1,3,5-triazine NC1=NC(=NC(=N1)O)O